NC=1C=NC=CC1C1=CC(=NC=C1)[C@H](CC=C)NC(OC(C)(C)C)=O (S)-tert-butyl (1-(3'-amino-[4,4'-bipyridin]-2-yl)but-3-en-1-yl)carbamate